(R)-2-cyclopropyl-N-(4-(ethylsulfonyl)benzyl)-1-((1-(5-fluoropyrimidin-2-yl)pyrrolidin-3-yl)methyl)-1H-benzo[d]imidazole-5-carboxamide C1(CC1)C1=NC2=C(N1C[C@@H]1CN(CC1)C1=NC=C(C=N1)F)C=CC(=C2)C(=O)NCC2=CC=C(C=C2)S(=O)(=O)CC